BrC1=CC=C(C=C1)N1C=2C=CC=CC2CC2=CC=CC=C12 10-(4-bromophenyl)-9,10-dihydro-acridine